tri(propoxy) triacrylate C(C=C)(=O)OOCCC.C(C=C)(=O)OOCCC.C(C=C)(=O)OOCCC